CC1=CC=C(C=C1)S(=O)(=O)[O-].FC(C1=CC=C(C=C1)[I+]C1=C(C=C(C=C1OC)OC)OC)(F)F (4-(trifluoromethyl)phenyl)(2,4,6-trimethoxyphenyl)iodonium p-toluenesulfonate